tri(4-chlorophenyl) borate B(OC1=CC=C(C=C1)Cl)(OC1=CC=C(C=C1)Cl)OC1=CC=C(C=C1)Cl